C[Hf](C1=CC=CC=2C3=CC=CC=C3CC12)(C1C=CC=C1)(=C(C1=CC=CC=C1)C=1SC(=CC1)C)C dimethyl-(5-methylthienyl)(phenyl)methylene(cyclopentadienyl)(fluorenyl)hafnium